5-(2'-amino-5-chloro-2,4'-difluoro-[1,1'-biphenyl]-4-carboxamido)-3-chloro-N-(2-(trifluoromethoxy)ethyl)picolinamide ethylmethanesulfonate C(C)CS(=O)(=O)O.NC1=C(C=CC(=C1)F)C1=C(C=C(C(=C1)Cl)C(=O)NC=1C=C(C(=NC1)C(=O)NCCOC(F)(F)F)Cl)F